N1(C(CC=CC1)C=1C=NC=CC1)C([C@H](CC1=CC=CC2=CC=CC=C12)N1C(C2=CC=CC=C2C1=O)=O)=O 2-((2S)-1-(3,6-dihydro-[2,3'-bipyridine]-1(2H)-yl)-3-(naphthalen-1-yl)-1-oxopropane-2-yl)isoindoline-1,3-dione